3-bromo-5-((3,5-dichlorophenylimino)-methyl)phenol BrC=1C=C(C=C(C1)C=NC1=CC(=CC(=C1)Cl)Cl)O